4-bromophenyl-methoxy-alanyl-phosphoryl chloride BrC1=CC=C(C=C1)N([C@@H](C)C(=O)P(=O)(Cl)Cl)OC